C(#N)C1=CC2=C(N(C(N=C2N2[C@H](CN(CC2)C(=O)OC(C)(C)C)C)=O)C=2C(=NC=CC2C)C(C)C)N=C1C1=C(C(=CC=C1)F)OC tert-butyl (S)-4-(6-cyano-7-(3-fluoro-2-methoxyphenyl)-1-(2-isopropyl-4-methylpyridin-3-yl)-2-oxo-1,2-dihydropyrido[2,3-d]pyrimidin-4-yl)-3-methylpiperazine-1-carboxylate